1-(4-(6-chloro-7-(2-fluoro-5-(2-hydroxy-propan-2-yl)phenyl)quinazolin-4-yl)piperazin-1-yl)prop-2-en-1-one ClC=1C=C2C(=NC=NC2=CC1C1=C(C=CC(=C1)C(C)(C)O)F)N1CCN(CC1)C(C=C)=O